3-(tert-Butoxycarbonylamino)propyl bromide C(C)(C)(C)OC(=O)NCCCBr